CO[Si](CCCS)(OC)OC 3-trimethoxysilylpropane-1-thiol